(prop-2-en-1-yl)amine C(C=C)N